(S)-3-(2-(difluoromethoxy)-5-fluoropyridin-4-yl)-1-(3-hydroxy-3-methylbutan-2-yl)-N-(3-methyl-1,1-dioxidothietan-3-yl)-1H-pyrazolo[4,3-c]pyridine-6-carboxamide FC(OC1=NC=C(C(=C1)C1=NN(C2=C1C=NC(=C2)C(=O)NC2(CS(C2)(=O)=O)C)[C@@H](C)C(C)(C)O)F)F